O[C@](C(=O)N[C@@H](C(C([2H])([2H])[2H])(C([2H])([2H])[2H])O)C1=CC=C(C=C1)OC[C@@H](CCC)C)(C)C1=CC=CC=C1 (R)-2-hydroxy-N-((R)-2-hydroxy-2-(methyl-d3)-1-(4-(((R)-2-methylpentyl)oxy)phenyl)propyl-3,3,3-d3)-2-phenylpropanamide